(4-aminopiperidin-1-yl)-[4-[[3-[4-(difluoromethoxy)-3-fluorophenyl]imidazo[1,2-a]pyrazin-8-yl]amino]-2-methylphenyl]methanone NC1CCN(CC1)C(=O)C1=C(C=C(C=C1)NC=1C=2N(C=CN1)C(=CN2)C2=CC(=C(C=C2)OC(F)F)F)C